3-iodo-1-((2-(trimethylsilyl)ethoxy)methyl)-1H-pyrazolo[3,4-d]pyrimidin-4-amine IC1=NN(C2=NC=NC(=C21)N)COCC[Si](C)(C)C